lithium (2,5-dicarboxylatothiophen-3-yl)lithium C(=O)([O-])C=1SC(=CC1[Li])C(=O)[O-].[Li+].[Li+]